(1R,4R)-methyl 4-(6-(difluoromethyl)-2H-indazol-2-yl)cyclohexanecarboxylate FC(C=1C=CC2=CN(N=C2C1)C1CCC(CC1)C(=O)OC)F